[Mn](=O)(=O)(O)O.[Co].[Ni] nickel-cobalt manganic acid